m-maleimidobenzoylamino-N-hydroxysuccinimide C1(C=CC(N1C=1C=C(C(=O)NC2C(=O)N(C(C2)=O)O)C=CC1)=O)=O